C(C)(=O)C(CCC[C@H](N)C(=O)O)N 6-acetyl-lysine